N1N(C=C2N1C(=CC=N2)N)N triazolo[1,5-a]pyrimidin-2,7-diamine